N-((4-((3-(4-(((1S,4S)-4-(7-oxa-2-azaspiro[3.5]nonan-2-yl)cyclohexyl)amino)-1-(2,2,2-trifluoroethyl)-1H-indol-2-yl)prop-2-yn-1-yl)amino)-3-methoxyphenyl)sulfonyl)-2-aminoacetamide C1N(CC12CCOCC2)C2CCC(CC2)NC2=C1C=C(N(C1=CC=C2)CC(F)(F)F)C#CCNC2=C(C=C(C=C2)S(=O)(=O)NC(CN)=O)OC